F[C@H]1[C@@H](N(CC1)C)CO ((2S,3R)-3-fluoro-1-methylpyrrolidin-2-yl)methanol